CN(CCNC1=NN(C2=C1C=NC(=C2)C=2C=NN1C2N=CC=C1)C1=C(C=C(C=C1)NS(=O)(=O)C1CC1)OC)C N-(4-(3-((2-(dimethylamino)ethyl)amino)-6-(pyrazolo[1,5-a]pyrimidin-3-yl)-1H-pyrazolo[4,3-c]pyridin-1-yl)-3-methoxyphenyl)cyclopropanesulfonamide